6-(2-propenyl)ergoline-8-carboxamide C(C=C)N1CC(C[C@@H]2C=3C=CC=C4NC=C(C[C@@H]12)C34)C(=O)N